C(C=C)(=O)N1C[C@@H](N(CC1)C=1C2=C(N=C(N1)S(=O)(=O)C)C(N(C2)C2=C(C=CC=C2O)F)=O)C (S)-4-(4-Acryloyl-2-methylpiperazin-1-yl)-6-(2-fluoro-6-hydroxyphenyl)-2-(methylsulfonyl)-5,6-dihydro-7H-pyrrolo[3,4-d]pyrimidin-7-one